(2S,3S,4R,5R)-2-((R)-6,7-difluoroisochroman-1-yl)-5-(4-(methyl-d3)-7H-pyrrolo[2,3-d]pyrimidin-7-yl)tetrahydrofuran-3,4-diol FC=1C=C2CCO[C@H](C2=CC1F)[C@H]1O[C@H]([C@@H]([C@@H]1O)O)N1C=CC2=C1N=CN=C2C([2H])([2H])[2H]